(S)-6-(1-methyl-1H-pyrazol-4-yl)-4-(6-(4-(1-methylpyrrolidine-3-carbonyl)piperazin-1-yl)pyridin-3-yl)pyrazolo[1,5-a]pyrazine-3-carbonitrile CN1N=CC(=C1)C=1N=C(C=2N(C1)N=CC2C#N)C=2C=NC(=CC2)N2CCN(CC2)C(=O)[C@@H]2CN(CC2)C